ClC=1N=C(C2=C(N1)N(C=C2)[C@H]2[C@@H]([C@@H]([C@H](O2)COCP(O)(O)=O)O)O)N[C@H](C)C2=C(C=CC=C2)F [(2R,3S,4R,5R)-5-[2-chloro-4-[[(1R)-1-(2-fluorophenyl)ethyl]-amino]pyrrolo[2,3-d]-pyrimidin-7-yl]-3,4-dihydroxy-tetrahydro-furan-2-yl]methoxy-methylphosphonic acid